FC(OC1=CC=CC(N1)=O)F 6-difluoromethoxy-2-oxo-1,2-dihydropyridine